rac-4-{2-[(tert-butyldimethylsilyl)oxy]ethoxy}-3,3-difluoropiperidine-1-carboxylic acid tert-butyl ester C(C)(C)(C)OC(=O)N1CC([C@@H](CC1)OCCO[Si](C)(C)C(C)(C)C)(F)F |r|